5-(methyl-d3)-4-(6-methylnaphthalen-2-yl)-2-phenylpyridine C(C=1C(=CC(=NC1)C1=CC=CC=C1)C1=CC2=CC=C(C=C2C=C1)C)([2H])([2H])[2H]